C1(=CC=CC=C1)[C@H](C)NC(=O)NC1=C(C=CC=C1)C=1C=NC=CC1 (S)-1-(1-Phenylethyl)-3-(2-(pyridin-3-yl)phenyl)urea